C[C@@H]1N(C[C@H](NC1)C)C=1OC2=C(N1)C=C(C=C2)F 2-[(2S,5R)-2,5-dimethylpiperazin-1-yl]-5-fluoro-1,3-benzoxazole